C1(CCC1)CNCC=1C=CC=2N(C1)C=C(N2)CN2N=NC(=C2)C=2C=NC=C(C2)I 1-cyclobutyl-N-((2-((4-(5-iodopyridine-3-yl)-1H-1,2,3-triazol-1-yl)methyl)imidazo[1,2-a]pyridin-6-yl)methyl)methylamine